2-amino-1,9-difluoro-3H-phenoxazin-3-one NC1=C(C2=NC3=C(C=CC=C3OC2=CC1=O)F)F